2-((2-chloro-5-(trifluoromethyl)pyrimidin-4-yl)amino)-N-ethyl-Benzamide ClC1=NC=C(C(=N1)NC1=C(C(=O)NCC)C=CC=C1)C(F)(F)F